1-[4-(4,4,5,5-tetramethyl-1,3,2-dioxaborolan-2-yl)cyclohex-3-ene-1-carbonyl]pyrrolidine CC1(OB(OC1(C)C)C1=CCC(CC1)C(=O)N1CCCC1)C